4-methyl-7H-pyrrolo[2,3-d]pyrimidine hydrochloride Cl.CC=1C2=C(N=CN1)NC=C2